FC(OC1=NC2=CC(=CC(=C2N=C1)C=1SC2=C(N1)C(=CC=C2)OC)C)F 2-(2-(difluoromethoxy)-7-methylquinoxalin-5-yl)-4-methoxybenzo[d]Thiazole